FC1=CC=C(C=C1)N1COCN=C1C1=CC=CC=C1 3-(4-fluorophenyl)-4-phenyl-3,6-dihydro-2H-1,3,5-oxadiazine